Cl.NCOC(C(=C)C)=O.C(C)C=C(C(=O)O)CCCCCC.C(C=C)(=O)O acrylic acid ethyl-hexyl-acrylate aminomethyl-methacrylate hydrochloride